BrC=1C=C(C=CC1C(F)(F)F)[C@@H]1[C@H]([C@@H](CCC1)C(NC1=C(C=C(C=C1)C(F)(F)F)F)=O)C(=O)OCC1=CC=CC=C1 |r| rac-benzyl (1R,2S,6R)-2-(3-bromo-4-(trifluoromethyl)phenyl)-6-((2-fluoro-4-(trifluoromethyl)phenyl)carbamoyl)cyclohexane-1-carboxylate